(S)-2-amino-4-((1-hydroxypentan-2-yl)amino)-6-(4-(4-methylpiperazine-1-carbonyl)benzyl)pyrimido[4,5-d]pyridazin-5(6H)-one NC=1N=C(C2=C(C=NN(C2=O)CC2=CC=C(C=C2)C(=O)N2CCN(CC2)C)N1)N[C@H](CO)CCC